OC1=CC=C(C=C1)C(=C(CC)C1=CC=C(C=C1)O)C1=CC=C(OCCN2CCCCC2)C=C1 1-(2-(4-(1,2-bis(4-hydroxyphenyl)but-1-en-1-yl)phenoxy)ethyl)piperidine